S-(pyridin-2-yl) 3-(((tert-butoxycarbonyl)amino)methyl)bicyclo[1.1.1]pentane-1-carbothioate C(C)(C)(C)OC(=O)NCC12CC(C1)(C2)C(SC2=NC=CC=C2)=O